C(C)(C)(C)C=1C=CC(=C(C1)C1=CC=CC=C1)NC1=CC=2SC3=CC=CC=C3SC2C=C1 N-(5-(tert-butyl)-[1,1'-biphenyl]-2-yl)thianthren-2-amine